FC=1C(=CC(=C(C(=O)O)C1)O[C@H](C(F)(F)F)C)N1N=C2N(CCCC2)C1=O 5-fluoro-4-(3-oxo-5,6,7,8-tetrahydro[1,2,4]triazolo[4,3-a]pyridin-2(3H)-yl)-2-{[(2S)-1,1,1-trifluoropropan-2-yl]oxy}benzoic acid